(R)-1-(1-(6-(3-Methoxytetrahydrofuran-3-yl)-4-methylpyridin-2-yl)-3-(1-methyl-1H-pyrazol-4-yl)-1H-pyrazolo[4,3-c]pyridine-6-yl)urea CO[C@@]1(COCC1)C1=CC(=CC(=N1)N1N=C(C=2C=NC(=CC21)NC(=O)N)C=2C=NN(C2)C)C